1-((3S,4R)-3-fluoro-4-((1-isobutyl-6-((5-methylthiazol-2-yl)amino)-1H-pyrrolo[3,2-c]pyridin-4-yl)oxy)pyrrolidin-1-yl)but-2-yn-1-one F[C@H]1CN(C[C@H]1OC1=NC(=CC2=C1C=CN2CC(C)C)NC=2SC(=CN2)C)C(C#CC)=O